C(=O)O.N[C@@H]1[C@H]([C@@H]([C@H]([C@@H](C1)N)O)O)O[C@H]1O[C@@H](CCC1N)[C@@H](CO)N (1S,2R,3R,4S,6R)-4,6-diamino-3-[(2R,6S)-3-amino-6-[(1R)-1-amino-2-hydroxy-ethyl]tetrahydropyran-2-yl]oxy-cyclohexane-1,2-diol formate